C1(CCC1)OC1=CC=C2C(NN=C(C2=C1)CC=1C=CC(=C(C(=O)N2CC(C2)N(C(CCC(F)(F)F)=O)C)C1)F)=O N-(1-(5-((7-cyclobutoxy-4-oxo-3,4-dihydrophthalazin-1-yl)methyl)-2-fluorobenzoyl)azetidin-3-yl)-4,4,4-trifluoro-N-methylbutanamide